CNC1=NC(=NC(=N1)NC)N(OC)C N-(4,6-Bis-methylamino-[1,3,5]triazin-2-yl)-N,O-dimethyl-hydroxylamine